ClC=1C=NN2C1N=C1C(=C2NCC2=CC=C(C=C2)S(=O)(=O)N)CC(C12CCCC2)C 4-(((3-chloro-6-methyl-6,7-dihydrospiro[cyclopenta[d]pyrazolo[1,5-a]pyrimidine-5,1'-cyclopentane]-8-yl)amino)methyl)benzenesulfonamide